(2S,5'S)-N-(2,4-dichloro-benzyl)-5'-fluoro-3'-methyl-6',7'-dihydro-5'H-spiro[oxirane-2,8'-quinoline]-5'-carboxamide ClC1=C(CNC(=O)[C@]2(C=3C=C(C=NC3[C@]3(CC2)OC3)C)F)C=CC(=C1)Cl